7-amino-8-(naphthalen-1-ylmethyl)-6-oxo-9-(3-(trifluoromethyl)phenyl)-3,4-dihydro-2H,6H-pyrido[1,2-e][1,2,5]thiadiazine-4-carboxylic acid 1,1-dioxide NC1=C(C(=C2N(C(CNS2(=O)=O)C(=O)O)C1=O)C1=CC(=CC=C1)C(F)(F)F)CC1=CC=CC2=CC=CC=C12